C(CCCCCCCCCCC\C=C/CCCCCCCC)(=O)N (Z)-13-docosenamide